C(C1=CC=CC=C1)C=1NC(=NN1)C(=O)NC1=NC=CC(=C1)C=1C(=NC=C(C1)OCCOC(C)C)C 5-benzyl-N-(5-(2-isopropoxyethoxy)-2-methyl-[3,4'-bipyridine]-2'-yl)-4H-1,2,4-triazole-3-carboxamide